(3,5-diFluorophenyl)-1,2-phenylenediamine FC=1C=C(C=C(C1)F)NC1=C(C=CC=C1)N